The molecule is an organic iodide salt and a cyanine dye. It has a role as a fluorochrome. It contains a PoPo-1(4+). CN\\1C2=CC=CC=C2O/C1=C/C3=CC=[N+](C=C3)CCC[N+](C)(C)CCC[N+](C)(C)CCC[N+]4=CC=C(C=C4)/C=C\\5/N(C6=CC=CC=C6O5)C.[I-].[I-].[I-].[I-]